Tert-butyl [trans-4-[(2-formylhydrazino) carbonyl]cyclohexyl]carbamate C(=O)NNC(=O)[C@@H]1CC[C@H](CC1)NC(OC(C)(C)C)=O